N-(3-(4-amino-3-(4-((2-methoxy-5-methylbenzamido)methyl)phenyl)-1H-pyrazolo[3,4-d]pyrimidin-1-yl)cyclohexyl)-N-methyl-1H-tetrazole-1-carboxamide NC1=C2C(=NC=N1)N(N=C2C2=CC=C(C=C2)CNC(C2=C(C=CC(=C2)C)OC)=O)C2CC(CCC2)N(C(=O)N2N=NN=C2)C